1-[[3-(oxetan-3-yl)phenyl]methyl]-3-[3-(trifluoromethyl)-1-bicyclo[1.1.1]pentanyl]urea O1CC(C1)C=1C=C(C=CC1)CNC(=O)NC12CC(C1)(C2)C(F)(F)F